OC(COC=1C(=CC(=NC1)C)C1=CC=2N(C=C1)N=C(C2)NC2=CC(=C(C=N2)C(=O)NC(C)C)C(F)(F)F)(C)C 6-[[5-[5-(2-hydroxy-2-methyl-propoxy)-2-methyl-4-pyridyl]pyrazolo[1,5-a]pyridin-2-yl]amino]-N-isopropyl-4-(trifluoromethyl)pyridine-3-carboxamide